4',5,7-trihydroxyflavone tert-butyl-(2S,4R)-4-[(4-fluoro-2-pyridyl)oxy]-2-methyl-pyrrolidine-1-carboxylate C(C)(C)(C)[C@]1(N(C[C@@H](C1)OC1=NC=CC(=C1)F)C(=O)O)C.OC1=CC=C(C=2OC3=CC(=CC(=C3C(C2)=O)O)O)C=C1